CC1=C(C=CC(=C1)OC1=CC=CC=C1)N1C(NC2=C(SC=3N=CC=C1C32)C(=O)N3C[C@H](CC3)NC(OC(C)(C)C)=O)=O tert-butyl (S)-(1-(5-(2-methyl-4-phenoxyphenyl)-4-oxo-4,5-dihydro-3H-1-thia-3,5,8-triazaacenaphthylene-2-carbonyl)pyrrolidin-3-yl)carbamate